FC(F)(F)BC1=CC=CC=C1 trifluoromethyl-phenylborane